ethyl 2-(5-methoxy-1-oxoisoindolin-2-yl)-3-methylbutanoate COC=1C=C2CN(C(C2=CC1)=O)C(C(=O)OCC)C(C)C